[Zn].BrC=1C(=NC(=CC1OC1C(CC1)=O)C)OC 2-((3-bromo-2-methoxy-6-methylpyridin-4-yl)oxy)cyclobutan-1-one zinc